FC1=NN2C(C(NC3=C(C(=CC=C23)CO)F)=O)=C1 2,6-difluoro-7-(hydroxymethyl)-5H-pyrazolo[1,5-a]quinoxalin-4-one